FC1=C(N=CC2=C1N=C(N=C2N2C[C@H]1CC[C@@H](C2)N1C(=O)[O-])OC[C@H]1N(CCC1)C)C1=CC=CC2=CC(=CC=C12)C (1R,5S)-3-(8-fluoro-7-(6-methylnaphthalen-1-yl)-2-(((S)-1-methylpyrrolidin-2-yl)methoxy)pyrido[4,3-d]pyrimidin-4-yl)-3,8-diazabicyclo[3.2.1]octane-8-carboxylate